(4-(4-(5-(4-(4'-chloro-5'-oxo-5'H-spiro[cyclohexane-1,7'-indolo[1,2-a]quinazolin]-10'-yl)piperidin-1-yl)pentanoyl)piperazin-1-yl)-2,6-difluorophenyl)piperidine-2,6-dione ClC=1C=2C(N=C3N(C2C=CC1)C1=CC(=CC=C1C31CCCCC1)C1CCN(CC1)CCCCC(=O)N1CCN(CC1)C1=CC(=C(C(=C1)F)N1C(CCCC1=O)=O)F)=O